ClC1=CC=C(C=C1)C1=C(CCC(C1)(C)C)CN1CCC2(CC1)CCC(CC2)SC=2C=C1CN(C(C1=CC2)=O)C2C(NC(CC2)=O)=O 3-(5-((3-((4'-chloro-5,5-dimethyl-3,4,5,6-tetrahydro-[1,1'-biphenyl]-2-yl)methyl)-3-azaspiro[5.5]undec-9-yl)thio)-1-oxoisoindolin-2-yl)piperidine-2,6-dione